Azetidin-3-yl(4-(quinolin-4-yl)piperazin-1-yl)methanone N1CC(C1)C(=O)N1CCN(CC1)C1=CC=NC2=CC=CC=C12